tert-butyl (6-chloro-3-isopropylimidazo[1,2-b]pyridazin-8-yl)(2-(trifluoromethoxy)phenyl)carbamate ClC=1C=C(C=2N(N1)C(=CN2)C(C)C)N(C(OC(C)(C)C)=O)C2=C(C=CC=C2)OC(F)(F)F